tert-butyl 4-((1-(tert-butyl)-5-((1S,3R)-3-hydroxycyclopentyl)-1H-pyrazol-3-yl)amino)piperidine-1-carboxylate C(C)(C)(C)N1N=C(C=C1[C@@H]1C[C@@H](CC1)O)NC1CCN(CC1)C(=O)OC(C)(C)C